FC(C=1C=C(C=CC1)C(COCC(C1=CC(=CC=C1)C(F)(F)F)(F)F)(F)F)(F)F 3-trifluoromethylphenyl-2,2-difluoroethyl ether